(l-1-Carboxymethylsulfanyl-6-oxo-undecylsulfanyl)-acetic acid C(=O)(O)CSC(CCCCC(CCCCC)=O)SCC(=O)O